C(CCCCC)[P](CCCCCC)(CCCCCC)CCCCCC tetrahexylphosphorus